(R)-2-(((benzyloxy)carbonyl)amino)-3-cyclohexylpropionic acid C(C1=CC=CC=C1)OC(=O)N[C@@H](C(=O)O)CC1CCCCC1